O-Ethylhydroxylamine CCON